C(C)(=O)OCC(CC1=C(N(C2=CC=C(C=C12)Br)CC)C=1C=C(C=NC1[C@H](C)OC)N1CCN(CC1)C(=O)OC(C)(C)C)(C)C tert-butyl (S)-4-(5-(3-(3-acetoxy-2,2-dimethylpropyl)-5-bromo-1-ethyl-1H-indol-2-yl)-6-(1-methoxyethyl)pyridin-3-yl)piperazine-1-carboxylate